N-dodecyl-N-Methyldithiocarbamic acid N-dodecyl-N-methylammonium salt C(CCCCCCCCCCC)[NH2+]C.C(CCCCCCCCCCC)N(C([S-])=S)C